(R)-(5-(2-(5-fluoropyridin-3-yl)pyrrolidin-1-yl)pyrazolo[1,5-a]pyrimidin-3-yl)(3-(hydroxymethyl)azetidin-1-yl)methanone FC=1C=C(C=NC1)[C@@H]1N(CCC1)C1=NC=2N(C=C1)N=CC2C(=O)N2CC(C2)CO